methyl 2-{6'-cyano-2'-oxo-1'H-spiro[cyclopropane-1,4'-pyrido[3,2-d]pyrimidin]-3'-yl}acetate C(#N)C=1C=CC=2NC(N(C3(C2N1)CC3)CC(=O)OC)=O